FC=1C=CC(=NC1)C=1C=NC(=NC1)NC1=CC(=CC=C1)C1=NC2=C(N1)C=C(C=C2)C(F)(F)F 5-(5-fluoropyridin-2-yl)-N-(3-(6-(trifluoromethyl)-1H-benzo[d]imidazol-2-yl)phenyl)pyrimidin-2-amine